FC1=CC=C(C=C1)CC1=C(NC(C)C2=NC(=CC=C2)C(C)NC2=C(C=CC=C2C(C)C)C(C)C)C(=CC(=C1)CC1=CC=C(C=C1)F)F 2-(1-(2,4-bis(4-fluorophenyl)methyl-6-fluoroanilino)ethyl)-6-(1-(2,6-diisopropyl-anilino)ethyl)pyridine